N-((3R,4S)-3-((S)-3-methylpyrrolidin-1-yl)chroman-4-yl)-2-(trifluoromethyl)-1-((2-(trimethylsilyl)ethoxy)methyl)-1H-indol-4-amine C[C@@H]1CN(CC1)[C@H]1COC2=CC=CC=C2[C@@H]1NC=1C=2C=C(N(C2C=CC1)COCC[Si](C)(C)C)C(F)(F)F